tert-Butyl 4-(2-((2',4'-difluoro-[1,1'-biphenyl]-4-yl)sulfonyl)propan-2-yl)piperidine-1-carboxylate FC1=C(C=CC(=C1)F)C1=CC=C(C=C1)S(=O)(=O)C(C)(C)C1CCN(CC1)C(=O)OC(C)(C)C